The molecule is a member of the class of sulfamides that is sulfamide in which one of the amino groups has been substituted by a methyl group an an isopropyl group, while the other has been substituted by a 2-chloro-4-fluoro-5-[3-methyl-2,6-dioxo-4-(trifluoromethyl)-3,6-dihydropyrimidin-1(2H)-yl]benzoyl group. An important BASF herbicide, not registered in Europe but sold in USA, Canada and several other countries to control weeds in a wide range of food crops. Often mixed with other products such as glyphosate. It has a role as an EC 1.3.3.4 (protoporphyrinogen oxidase) inhibitor, a herbicide and an agrochemical. It is a member of monochlorobenzenes, a member of monofluorobenzenes and a member of sulfamides. It derives from a uracil. CC(C)N(C)S(=O)(=O)NC(=O)C1=CC(=C(C=C1Cl)F)N2C(=O)C=C(N(C2=O)C)C(F)(F)F